O1C(CCCC1)=O tetrahydro-(2H)-pyranone